4-chloro-2-(4-(2-methoxy-1-methyl-1H-imidazol-5-yl)phenoxy)benzaldehyde ClC1=CC(=C(C=O)C=C1)OC1=CC=C(C=C1)C1=CN=C(N1C)OC